C(CCCCCCC\C=C/C=C/C=C\CCCC)(=O)[O-].[Na+] sodium punicate